[4-(9-Aminononyl)-3-methyl-2-oxo-1,3-benzodiazol-1-yl]Piperidine-2,6-dione hydrochloride salt Cl.NCCCCCCCCCC1=CC=CC=2N(C(N(C21)C)=O)N2C(CCCC2=O)=O